CN1N=CC(=C1)C1=CC=2N(C(=C1)C=1C=NC(=CC1)N1CCN(CC1)CC1=NC(=CC=C1)C)C(=CN2)C#N 7-(1-methyl-1H-pyrazol-4-yl)-5-(6-(4-((6-methylpyridin-2-yl)methyl)piperazin-1-yl)pyridin-3-yl)imidazo[1,2-a]pyridine-3-carbonitrile